C1N(CCC2=CC=CC=C12)CC1=CC=C(O1)C(=O)N(C)OC 5-((3,4-dihydroisoquinolin-2(1H)-yl)methyl)-N-methoxy-N-methylfuran-2-carboxamide